9-(4-hydroxy-2,8-dimethylquinolin-7-yl)-6,7-dimethoxynaphtho[2,3-c]furan-1(3H)-one OC1=CC(=NC2=C(C(=CC=C12)C1=C2C=C(C(=CC2=CC2=C1C(OC2)=O)OC)OC)C)C